Lead Monooxide [Pb]=O